FC=1C(=CC(=NC1)N)C=1C=NN(C1)C(C)C 5-Fluoro-4-(1-isopropyl-1H-pyrazol-4-yl)pyridin-2-amine